ClC1=CC(=C(C2=C1OC1(CCC(CC1)C(C)N(C)C)O2)C)C(=O)OC methyl 7-chloro-4'-[1-(dimethylamino) ethyl]-4-methylspiro[1,3-benzodioxole-2,1'-cyclohexane]-5-carboxylate